(1R,2S,5S)-N-[3-amino-1-(cyclopropylmethyl)-2,3-dioxo-propyl]-3-[(2S)-3,3-dimethyl-2-(2-methylpropanoylamino)butanoyl]-6,6-dimethyl-3-azabicyclo[3.1.0]hexane-2-carboxamide NC(C(C(CC1CC1)NC(=O)[C@@H]1[C@H]2C([C@H]2CN1C([C@H](C(C)(C)C)NC(C(C)C)=O)=O)(C)C)=O)=O